4-cyano-3-phenylisoxazole C(#N)C=1C(=NOC1)C1=CC=CC=C1